CC1=C2C(=[N+](C(=C1)NC1=NC=NC(=C1)NC1=CC(=CC=C1)N(C(C)=O)C)[O-])C1(NC2=O)CCCCC1 4'-methyl-2'-((6-((3-(N-methylacetamido)phenyl)amino)pyrimidin-4-yl)amino)-5'-oxo-5',6'-dihydrospiro[cyclohexane-1,7'-pyrrolo[3,4-b]pyridine] 1'-oxide